1-(fluoromethyl)-4-vinylbenzene FCC1=CC=C(C=C1)C=C